NC1=NC(=NN2C1=NC=C2CC=2C=C(C(=NC2)N2CCN(CC2)C(CN(C)C)=O)C)O[C@@H](C)CCC (S)-1-(4-(5-((4-amino-2-(pentan-2-yloxy)imidazo[2,1-f][1,2,4]triazin-7-yl)methyl)-3-methylpyridin-2-yl)piperazin-1-yl)-2-(dimethylamino)ethan-1-one